O=CCCCCCCCCNC(OC(C)(C)C)=O Tert-butyl (9-oxononyl)carbamate